Amino-7-butyl-5-((5S,7s,10S)-2,4-dioxo-1,3-diazadispiro[4.1.57.15]tridecan-10-yl)isothiazolo[3,4-d]pyrimidine-4,6(5H,7H)-dione NC=1SN=C2N(C(N(C(C21)=O)C2CCC1(CC3(C(NC(N3)=O)=O)C1)CC2)=O)CCCC